1-dimethylamino-1,3,5,7,9,9,9-heptamethylpentasiloxane CN([SiH](O[SiH](O[SiH](O[SiH](O[Si](C)(C)C)C)C)C)C)C